N-diacetoxyethyl-2-methoxy-5-acetamidoaniline C(C)(=O)OC(CNC1=C(C=CC(=C1)NC(C)=O)OC)OC(C)=O